methyl 5-(5-chloro-2-methoxyphenyl)-1-methyl-2-oxo-1,2-dihydropyridine-4-carboxylate ClC=1C=CC(=C(C1)C=1C(=CC(N(C1)C)=O)C(=O)OC)OC